methyl trans-4-[(3-oxoisoindolin-5-yl)methyl]cyclohexanecarboxylate O=C1NCC2=CC=C(C=C12)C[C@@H]1CC[C@H](CC1)C(=O)OC